2-[(3S)-1-[5-[[(1-amino-5-isoquinolinyl)amino]methyl]-2-pyridinyl]pyrrolidin-3-yl]propan-2-ol NC1=NC=CC2=C(C=CC=C12)NCC=1C=CC(=NC1)N1C[C@H](CC1)C(C)(C)O